malolactam C1(C(O)CCN1)=O